(2R,3S,4S)-4-hydroxy-2-[(4-methoxyphenyl)methyl]pyrrolidin-3-yl 2-(1-benzothiophen-2-yl)acetate S1C(=CC2=C1C=CC=C2)CC(=O)O[C@H]2[C@H](NC[C@@H]2O)CC2=CC=C(C=C2)OC